4-((2-(4-amino-4-methylpiperidin-1-yl)pyrido[2,3-b]pyrazin-6-yl)thio)-3-chloro-N-(3-methoxypropyl)pyridin-2-amine NC1(CCN(CC1)C=1N=C2C(=NC1)N=C(C=C2)SC2=C(C(=NC=C2)NCCCOC)Cl)C